FC=1C(=C(C=CC1)NC1=C(NC2=C1C(NCC2)=O)C2=NC(=NC=C2)NC=2N(N=NC2)C)OC 3-[(3-fluoro-2-methoxyphenyl)amino]-2-{2-[(3-methyl-1,2,3-triazol-4-yl)amino]pyrimidin-4-yl}-1H,5H,6H,7H-pyrrolo[3,2-c]pyridin-4-one